NC1=CC=C(C=N1)/C=C/C(=O)NCC=1OC2=C(C1)C=C(C=C2Cl)C2=CC=C(C(=O)N)C=C2 (E)-4-(2-((3-(6-amino-pyridin-3-yl)acrylamido)methyl)-7-chloro-benzofuran-5-yl)benzamide